N-(6-(3-(2-ethoxyphenoxy)phenyl)pyrazin-2-yl)-3-phenylpropionamide C(C)OC1=C(OC=2C=C(C=CC2)C2=CN=CC(=N2)NC(CCC2=CC=CC=C2)=O)C=CC=C1